2-(3,9-Diazabicyclo[3.3.1]nonan-9-yl)-5-(7-chlorobenzo[d]thiazol-6-yl)-3-methyl-3,7-dihydro-4H-pyrrolo[2,3-d]pyrimidin-4-one C12CNCC(CCC1)N2C=2N(C(C1=C(N2)NC=C1C1=C(C2=C(N=CS2)C=C1)Cl)=O)C